2-fluoro-5-(methylaminosulfonyl)benzoic acid methyl ester COC(C1=C(C=CC(=C1)S(=O)(=O)NC)F)=O